CC1=NC=CC(=C1C)N1N=CC(=C1C(F)(F)F)C(=O)O 1-(2,3-dimethyl-pyridin-4-yl)-5-trifluoromethyl-1H-pyrazole-4-carboxylic acid